C[C@H]1[C@H](CNCC1)N(C=1C2=C(N=CN1)NC=C2)C (3R,4R)-4-methyl-3-[methyl-(7H-pyrrolo[2,3-d]pyrimidin-4-yl)amino]piperidine